4-[4-dimethylamino-1-(4-fluorophenyl)-1-hydroxybutyl]-3-hydroxymethylbenzonitrile CN(CCCC(O)(C1=CC=C(C=C1)F)C1=C(C=C(C#N)C=C1)CO)C